1-(2-chlorophenyl)-4-(oxetan-3-yl-amino)-7-(trifluoromethyl)pyrido[2,3-d]pyrimidin-2(1H)-one ClC1=C(C=CC=C1)N1C(N=C(C2=C1N=C(C=C2)C(F)(F)F)NC2COC2)=O